FC1=C(C#N)C(=CC=C1)OCOC 2-fluoro-6-(methoxymethoxy)benzonitrile